ClC1=C(C=CC=C1)N1C(N=C(C2=CC=C(C=C12)C1CC1)NCCS(=O)(=O)N)=O 2-((1-(2-Chlorophenyl)-7-cyclopropyl-2-oxo-1,2-dihydroquinazolin-4-yl)amino)ethane-1-sulfonamide